(3R,5R)-(5-((1H-1,2,4-triazol-1-yl)methyl)-5-(2,4-difluorophenyl)tetrahydrofuran-3-yl)-N-(benzo[d][1,3]dioxol-5-ylmethyl)methylamine N1(N=CN=C1)C[C@@]1(C[C@H](CO1)N(CC1=CC2=C(OCO2)C=C1)C)C1=C(C=C(C=C1)F)F